t-butylzinc bromide [Br-].C(C)(C)(C)[Zn+]